3-[(3-chloro-2-methoxyphenyl)amino]-2-(3-{[(2S)-3,3-dimethyl-1-(prop-2-enoyl)azetidin-2-yl]methoxy}pyridin-4-yl)-1H,5H,6H,7H-pyrrolo[3,2-c]pyridin-4-one ClC=1C(=C(C=CC1)NC1=C(NC2=C1C(NCC2)=O)C2=C(C=NC=C2)OC[C@H]2N(CC2(C)C)C(C=C)=O)OC